OC[C@@]1([C@@H](O)[C@H](O)[C@H](O1)CO)OC[C@@H]1[C@H]([C@@H]([C@@](CO)(O1)OC[C@@H]1[C@H]([C@@H]([C@@](CO)(O1)O[C@@H]1[C@H]([C@@H]([C@](CO)(O)OC1)O)O)O)O)O)O β-D-fructofuranosyl-(2→6)-β-D-fructofuranosyl-(2→6)-β-D-fructofuranosyl-(2→5)-α-L-sorbopyranose